N-(4-bromo-2,5-difluorophenyl)-4-(3-fluorophenyl)-1H-pyrrole-3-sulfonamide BrC1=CC(=C(C=C1F)NS(=O)(=O)C1=CNC=C1C1=CC(=CC=C1)F)F